(R)-2-((4-(3-((4-cyano-2-fluorobenzyl)oxy)-1H-pyrazol-1-yl)piperidin-1-yl)methyl)-1-((tetrahydrofuran-3-yl)methyl)-1H-benzo[d]imidazole-6-carboxylic acid, ammonium salt [NH4+].C(#N)C1=CC(=C(COC2=NN(C=C2)C2CCN(CC2)CC2=NC3=C(N2C[C@@H]2COCC2)C=C(C=C3)C(=O)[O-])C=C1)F